N-[6-(difluoromethyl)-2-pyridinyl]-2-[1-[2-[4-[4-[(2,6-dioxo-3-piperidinyl)amino]phenyl]-1-piperidinyl]-2-oxo-ethyl]-4-piperidinyl]-7-isopropoxy-imidazo[1,2-a]pyridine-6-carboxamide FC(C1=CC=CC(=N1)NC(=O)C=1C(=CC=2N(C1)C=C(N2)C2CCN(CC2)CC(=O)N2CCC(CC2)C2=CC=C(C=C2)NC2C(NC(CC2)=O)=O)OC(C)C)F